1-[4-(dipropylsilyl)phenyl]-1-[4-(N,N-dimethylamino)phenyl]ethylene C(CC)[SiH](C1=CC=C(C=C1)C(=C)C1=CC=C(C=C1)N(C)C)CCC